4-hydroxy-2,4,6-trimethylcyclohex-2,5-dien-1-one OC1(C=C(C(C(=C1)C)=O)C)C